2-(3-methyl-1,2-oxazole-5-carbonyl)-6-{[5-methyl-3-(6-methylpyridin-3-yl)-1,2-oxazol-4-yl]methoxy}-1,2,3,4-tetrahydro-2,7-naphthyridine CC1=NOC(=C1)C(=O)N1CC2=CN=C(C=C2CC1)OCC=1C(=NOC1C)C=1C=NC(=CC1)C